FC1=C(C=CC(=N1)C(=O)NC([2H])([2H])[2H])N1[C@H](CN(CC1)CC=1C(=C2NC(C(=NC2=CC1)C)=O)F)C (S)-6-fluoro-5-(4-((5-fluoro-2-methyl-3-oxo-4H-quinoxalin-6-yl)methyl)-2-methylpiperazine-1-yl)-N-(methyl-d3)pyridine-2-carboxamide